1,8-dihydroxy-3-carboxyanthraquinone tert-butyl-N-[[8-bromo-7-chloro-6-(2,6-difluorophenyl)-4H-[1,2,4]triazolo[4,3-a][1,4]benzodiazepin-1-yl]methyl]carbamate C(C)(C)(C)OC(NCC1=NN=C2N1C1=C(C(=NC2)C2=C(C=CC=C2F)F)C(=C(C=C1)Br)Cl)=O.OC1=CC(=CC=2C(C3=CC=CC(=C3C(C12)=O)O)=O)C(=O)O